CCCCCCCCCCCCCCC(=O)O[C@H](COC(=O)CCCCCCC/C=C\C/C=C\C/C=C\CC)COP(=O)([O-])OCC[N+](C)(C)C 1-(9Z,12Z,15Z-octadecatrienoyl)-2-pentadecanoyl-glycero-3-phosphocholine